NC1=NC=2NCC(NC2C(N1)=O)C(C(C)O)O 2-amino-6-(1,2-dihydroxypropyl)-5,6,7,8-tetrahydro-3H-pteridin-4-one